NCCNCCC[Si](OCC)(OCC)OCC 3-(2-aminoethylamino)propyl-triethoxysilane